methyl 5-fluoro-7-(2-(2,2,2-trifluoroethoxy)phenyl)benzofuran-2-carboxylate FC=1C=C(C2=C(C=C(O2)C(=O)OC)C1)C1=C(C=CC=C1)OCC(F)(F)F